C1(=CC=CC=C1)C=1C(=C(C=CC1)C=1C(=C(C(=C(C1)C1=CC=CC=C1)N)N)C1=C(C(=CC=C1)C1=CC=CC=C1)C=1SC=CC1)C=1SC=CC1 bis(phenylthiophenylphenyl)biphenyldiamine